C(C)OC1=C(C=CC=C1)NCC(O)C1=NNC(O1)=O 5-[2-(2-ethoxyphenylamino)-1-hydroxyethyl]-1,3,4-oxadiazol-2(3H)-one